Naphtho[1,2-c:5,6-c']bis[1,2,5]thiadiazol N1=C2C(=NS1)C=1C=CC=3C(=NSN3)C1C=C2